2-((6-(1,1-difluoroethyl)-2-methylpyridin-3-yl)sulfonyl)-N-(2-oxaspiro[3.3]heptan-6-yl)-2-azaspiro[3.3]heptan-6-amine FC(C)(F)C1=CC=C(C(=N1)C)S(=O)(=O)N1CC2(C1)CC(C2)NC2CC1(COC1)C2